2-hydroxy-3-hydroxyphenoxyethyl acrylate C(C=C)(=O)OCCOC1=C(C(=CC=C1)O)O